(6aR)-4-chloro-3-(2-fluoro-6-hydroxyphenyl)-1-(4-azaspiro[2.4]hept-4-yl)-7,8,9,10-tetrahydro-6H-pyrazino[2,1-c]pyrido[3,4-f][1,4]oxazepin-12-one ClC1=C(N=C(C=2C(N3[C@@H](COC21)CNCC3)=O)N3C2(CC2)CCC3)C3=C(C=CC=C3O)F